CN1N=C(C(=C1)C1=CCC(N1)=O)C 5-(1,3-dimethyl-1H-pyrazol-4-yl)-2-oxo-1,2-dihydro-3H-pyrrole